O=C1C=CC(=NN1)C1=CC(=C(C=C1)C#CCCCCCCCCC=O)C(F)(F)F 11-(4-(6-oxo-1,6-dihydropyridazine-3-yl)-2-(trifluoromethyl)phenyl)undec-10-ynal